2-(2-chlorophenyl)-N-[4-(5-cyclopropyl-1,3,4-oxadiazol-2-yl)-3-sulfamoylphenyl]acetamide ClC1=C(C=CC=C1)CC(=O)NC1=CC(=C(C=C1)C=1OC(=NN1)C1CC1)S(N)(=O)=O